6-chloro-4-(1,5-dimethylpyrazol-4-yl)-5-methyl-N-pentyl-pyridine-2-carboxamide ClC1=C(C(=CC(=N1)C(=O)NCCCCC)C=1C=NN(C1C)C)C